(6-methoxy-7-((1-methylpiperidin-4-yl)methoxy)quinazolin-4-yl)aniline COC=1C=C2C(=NC=NC2=CC1OCC1CCN(CC1)C)NC1=CC=CC=C1